N-(1H-1,3-benzodiazol-5-ylmethyl)-2-(3,4-dimethoxy-phenyl)-3-methylaniline N1C=NC2=C1C=CC(=C2)CNC2=C(C(=CC=C2)C)C2=CC(=C(C=C2)OC)OC